(6R,12S)-17-amino-12-(hydroxymethyl)-6,15-bis(trifluoromethyl)-13,19-dioxa-3,4,18-triazatricyclo[12.3.1.12,5]nonadecan NC1CC(C2O[C@@H](CCCCC[C@H](C3NNC(C1N2)O3)C(F)(F)F)CO)C(F)(F)F